1-tert-butyl 4-methyl 4-(trifluoromethyl)piperidine-1,4-dicarboxylate FC(C1(CCN(CC1)C(=O)OC(C)(C)C)C(=O)OC)(F)F